(E)-3-(2-((4-(2-(4-chloro-2-fluorophenyl)-2-methylbenzo[d][1,3]dioxol-4-yl)piperidin-1-yl)methyl)-1-(2-methoxypropyl)-1H-imidazol-5-yl)acrylic acid ClC1=CC(=C(C=C1)C1(OC2=C(O1)C=CC=C2C2CCN(CC2)CC=2N(C(=CN2)/C=C/C(=O)O)CC(C)OC)C)F